C(C)(C)(C)C1=CC=C(OCCOC(CC2N(C(CC2)=O)CC2=CC=C(C=C2)C)=O)C=C1.C(#N)C=1C(=NC=CC1)C=CC1=CC=CC=C1 cyanostyryl-pyridine 2-(4-tert-butylphenoxy)ethyl-2-[1-[(4-methylphenyl)methyl]-5-oxopyrrolidin-2-yl]acetat